benzyl (2-hydroxy-3-((4-(3-iodophenyl)-4-methyl-5-oxohexyl)oxy)-3-methylbutyl)carbamate OC(CNC(OCC1=CC=CC=C1)=O)C(C)(C)OCCCC(C(C)=O)(C)C1=CC(=CC=C1)I